ClC=1C(=NC(=NC1)NC1CCC(CC1)NCC=1C=NC=CC1)C=1C=NN(C1CC1CC1)C (1R,4R)-N1-(5-chloro-4-(5-(cyclopropyl-methyl)-1-methyl-1H-pyrazol-4-yl)pyrimidin-2-yl)-N4-(pyridin-3-ylmethyl)cyclohexane-1,4-diamine